butyl 2-(2-(4-(((3R,3aR,6R,6aR)-6-(benzyloxy)hexahydrofuro[3,2-b]furan-3-yl)oxy)phenyl)-6-oxo-5-((3-phenylpropyl)amino)pyrimidin-1(6H)-yl)acetate C(C1=CC=CC=C1)O[C@@H]1CO[C@H]2[C@@H]1OC[C@H]2OC2=CC=C(C=C2)C=2N(C(C(=CN2)NCCCC2=CC=CC=C2)=O)CC(=O)OCCCC